C(CCCCCCCCCC)N 1-undecylamine